CC1=NC(=NC(=C1)C(F)(F)F)C dimethyl-6-(trifluoromethyl)pyrimidin